methyl 2-((1-(2,7-dimethyl-1-oxo-3-((3aR,6aS)-5-(2,2,2-trifluoroethyl)hexahydropyrrolo[3,4-c]pyrrol-2(1H)-yl)-1,2-dihydroisoquinolin-5-yl)ethyl)amino)benzoate CN1C(C2=CC(=CC(=C2C=C1N1C[C@@H]2CN(C[C@@H]2C1)CC(F)(F)F)C(C)NC1=C(C(=O)OC)C=CC=C1)C)=O